C1(=CC=CC=C1)P(=O)(C1=CC=CC=C1)OC(C(COC(C1=CC=CC=C1)=O)(C)C=1OC=CC1)C 2-(2-furyl)-2-methyl-1,3-butanediol benzoate diphenylphosphinate